(cyclopropylamino)-N-((1R,3R)-3-hydroxycyclobutyl)-5H-pyrido[3,2-b]indole-3-carboxamide C1(CC1)NC=1C(=CC=2NC=3C=CC=CC3C2N1)C(=O)NC1CC(C1)O